ClC1=C(N=C2NCCN2)C(=CC=C1)Cl 2,6-dichloro-N-2-imidazolidinylideneaniline